FC=1N=C(SC1CN1[C@H](CC[C@@H](C1)OC1=NC=NC(=C1)OC)C)NC(C)=O N-(4-fluoro-5-(((2S,5S)-5-((6-methoxypyrimidin-4-yl)oxy)-2-methylpiperidin-1-yl)methyl)thiazol-2-yl)acetamide